FC1=C(C(=O)OC)C(=CC(=C1[N+](=O)[O-])SC1=C(C=CC=C1)C(=O)OC)F methyl 2,6-difluoro-4-((2-(methoxycarbonyl) phenyl) thio)-3-nitrobenzoate